Benzotriazol-1-yloxy-tris(pyrrolidino)-phosphonium N1(N=NC2=C1C=CC=C2)O[P+](N2CCCC2)(N2CCCC2)N2CCCC2